O1C(=CC2=C1C=CC=C2)C=2C=CC(=C(C2)NC2=NC=NC1=CC(=C(C=C21)OC2CN(C2)C(C=C)=O)OC)OC 1-(3-((4-((5-(benzofuran-2-yl)-2-methoxyphenyl)amino)-7-methoxyquinazolin-6-yl)oxy)azetidin-1-yl)prop-2-en-1-one